FC1=C(C=CC(=C1)F)CC1CC2(CN(C2)C(CC[C@H]2NC(OC2)=O)=O)C1 (4R)-4-[3-[6-[(2,4-Difluorophenyl)methyl]-2-azaspiro[3.3]heptan-2-yl]-3-oxo-propyl]oxazolidin-2-one